C(C)O[Si](C1CCNCCNCCN1)(OCC)OCC 10-triethoxysilyl-1,4,7-triazacyclodecane